(S)-6-Fluoro-4-(4-fluorophenyl)-N-(1-methylpyrrolidin-3-yl)-3,4-dihydroquinoxaline FC=1C=C2N(CCN(C2=CC1)[C@@H]1CN(CC1)C)C1=CC=C(C=C1)F